6-methyl-2-(trifluoromethyl)-1,5-naphthyridine-4(1H)-one CC=1N=C2C(C=C(NC2=CC1)C(F)(F)F)=O